tert-butyl 4-[(1r,3r)-3-[(3R)-4-[(3R)-4-chloro-2-(2,6-dioxopiperidin-3-yl)-3-methyl-1-oxo-3H-isoindol-5-yl]-3-methylpiperazin-1-yl]cyclobutoxy]piperidine-1-carboxylate ClC1=C2[C@H](N(C(C2=CC=C1N1[C@@H](CN(CC1)C1CC(C1)OC1CCN(CC1)C(=O)OC(C)(C)C)C)=O)[C@H]1C(NC(CC1)=O)=O)C